2-(4,4-difluoropiperidin-1-yl)-6-(trifluoromethyl)nicotinic acid methyl ester COC(C1=C(N=C(C=C1)C(F)(F)F)N1CCC(CC1)(F)F)=O